ClC1=C(CNC2=C3C(N(C(=NC3=CC=C2)C)C2C(NC(CC2)=O)=O)=O)C(=CC=C1)Cl 3-(5-((2,6-dichlorobenzyl)-amino)-2-methyl-4-oxoquinazolin-3(4H)-yl)piperidine-2,6-dione